FC=1C(=CC2=C(C(N3[C@@H](CO2)C[C@@H](C3)OC3=NC=C2C=CC(NC2=C3)=O)=O)C1OC)C (2S,11aR)-7-fluoro-6-methoxy-8-methyl-2-((2-oxo-1,2-dihydro-1,6-naphthyridin-7-yl)oxy)-2,3,11,11a-tetrahydro-1H,5H-benzo[f]pyrrolo[2,1-c][1,4]oxazepin-5-one